cyclopropyl-3-iodo-7-methoxyimidazo[1,2-b]pyridazine C1(CC1)C=1N=C2N(N=CC(=C2)OC)C1I